C(C)(C)(C)C1=CC=C(C=C1)C1=CC(=NC(=N1)C1=NC=CC=C1)N 6-(4-(tert-butyl)phenyl)-2-(pyridin-2-yl)pyrimidin-4-amine